3-[(5-Difluoromethoxy-1-methyl-3-trifluoromethylpyrazole-4-yl)methylsulfonyl]-4,5-dihydro-5,5-dimethylisoxazole FC(OC1=C(C(=NN1C)C(F)(F)F)CS(=O)(=O)C1=NOC(C1)(C)C)F